6-(6-Isopropoxy-3-pyridyl)-2-(4-methyl-1-piperidyl)-N-(1H-pyrazol-5-ylsulfonyl)pyridin-3-carboxamid C(C)(C)OC1=CC=C(C=N1)C1=CC=C(C(=N1)N1CCC(CC1)C)C(=O)NS(=O)(=O)C1=CC=NN1